tert-butyl (5-(4-(((tert-butyldimethylsilyl)oxy)methyl)phenyl)thiazolo[5,4-b]pyridin-2-yl)carbamate [Si](C)(C)(C(C)(C)C)OCC1=CC=C(C=C1)C1=CC=C2C(=N1)SC(=N2)NC(OC(C)(C)C)=O